C1(=CC=CC=C1)C1=C2C(=C(C(=C(C2=C(C=2C(=C(C(=C(C12)[2H])[2H])[2H])[2H])[2H])[2H])[2H])[2H])C1=C2C=3C=CC=CC3C3=C(C2=CC=C1)C=CC=C3 phenyl(benzophenanthrenyl)anthracene-d8